2-[(4aS,5aR)-5a-methyl-1H,4H,4aH,5H,6H-cyclopropa[f]indazol-3-yl]-1H-indole-6-carboxylic acid C[C@]12[C@H](CC=3C(=NNC3C1)C=1NC3=CC(=CC=C3C1)C(=O)O)C2